FC1=C(C=C(C=C1)OC(C)C)[N+](=O)[O-] 1-fluoro-4-isopropoxy-2-nitrobenzene